tert-butyl N-ethyl-N-[1-[6-fluoro-7-[(8-fluoro-2-methyl-imidazo[1,2-a]pyridin-6-yl)carbamoyl]-1H-indazol-4-yl]-4-piperidyl]carbamate C(C)N(C(OC(C)(C)C)=O)C1CCN(CC1)C1=C2C=NNC2=C(C(=C1)F)C(NC=1C=C(C=2N(C1)C=C(N2)C)F)=O